O=S1SCC[C@H]1CCCCC(=O)OCN1C=CC2=C1N=CN=C2N[C@H]2CN([C@H](CC2)C)C(C=C)=O (4-(((3R,6S)-1-acryloyl-6-methylpiperidin-3-yl)amino)-7H-pyrrolo[2,3-d]pyrimidin-7-yl)methyl 5-((3R)-2-oxido-1,2-dithiolan-3-yl)pentanoate